[C@@H]12N(CC[C@H]2C1)CC1=CC(=C2CN(C(C2=C1)=O)C1=NC(=CC(=C1)C1=C(C=C(C#N)C=C1)C1=NN=CN1C)C1CC1)F 4-(2-{6-[(1R,5S)-2-Azabicyclo[3.1.0]hexan-2-ylmethyl]-4-fluoro-1-oxo-3H-isoindol-2-yl}-6-cyclopropylpyridin-4-yl)-3-(4-methyl-1,2,4-triazol-3-yl)benzonitrile